(3S)-tetrahydropyrrole-3-ol N1C[C@H](CC1)O